FC1=CC=C(C=C1)[C@@H]1N(CCC2=CC=CC=C12)C=1OC2(CC(C2)N2C(C3=CC=CC=C3C2=O)=O)CN1 (S)-2-(6-(1-(4-fluorophenyl)-3,4-dihydroisoquinolin-2(1H)-yl)-5-oxa-7-azaspiro[3.4]oct-6-en-2-yl)isoindoline-1,3-dione